C(CC=C)OC=C 3-butenylvinylether